N-Bocasparagine C(=O)(OC(C)(C)C)N[C@@H](CC(N)=O)C(=O)O